O=CC(C=O)CCC[C@@H](C)[C@H]1CC[C@H]2[C@@H]3CCC4=CCCC[C@]4(C)[C@H]3CC[C@]12C bisoxocholest-4-en